[N+](=O)([O-])C=1C=CC(=C(C(=O)OC)C1)SC1=NN=NN1CCOC1OCCCC1 methyl 5-nitro-2-({1-[2-(oxan-2-yloxy)ethyl]-1H-1,2,3,4-tetrazol-5-yl}sulfanyl)benzoate